C(N)(=O)C=1C=C(C(=C2C(=C(NC12)C)C)C1=C[C@H](CCC1)NC(OC(C)(C)C)=O)F tert-butyl (S)-(3-(7-carbamoyl-5-fluoro-2,3-dimethyl-1H-indol-4-yl)cyclohex-2-en-1-yl)carbamate